(l-1-(2-cyanophenyl)-1-(1-methylimidazol-4-yl)propan-2-yl)-5-methoxy-1-methyl-N-(1,2-oxazol-4-yl)-6-oxopyrimidine-4-carboxamide C(#N)C1=C(C=CC=C1)C(C(C)C=1N(C(C(=C(N1)C(=O)NC=1C=NOC1)OC)=O)C)C=1N=CN(C1)C